PYRIMIDINYLOXYPYRIDINE N1=C(N=CC=C1)OC1=NC=CC=C1